C(C=C)(=O)[O-].[Al+3].C(C=C)(=O)[O-].C(C=C)(=O)[O-] aluminium acrylate salt